CC1(COCC[C@H]1N1CC2(C1)CN(C2)S(=O)(=O)C=2C(=NC(=CC2)C(F)(F)F)C)C (R)-2-(3,3-dimethyltetrahydro-2H-pyran-4-yl)-6-((2-methyl-6-(trifluoromethyl)pyridin-3-yl)sulfonyl)-2,6-diazaspiro[3.3]heptane